O(C1=CC=CC=C1)C1=CC=C(C(=O)C2=CC=CC=C2)C=C1 4-phenoxybenzoylbenzene